7-(3-methyl-4-((3S,6R)-6-methylmorpholin-3-yl)phenyl)-3,7-dihydro-4H-pyrrolo[2,3-d]pyrimidin-4-one CC=1C=C(C=CC1[C@@H]1NC[C@H](OC1)C)N1C=CC2=C1N=CNC2=O